3-pentyldecyl 6-((tert-butyldimethylsilyl)oxy)-7-((3-((4-methoxyphenyl)-diphenylmethoxy)-propyl)(7-oxo-7-((3-pentyldecyl)oxy)heptyl)amino)heptanoate [Si](C)(C)(C(C)(C)C)OC(CCCCC(=O)OCCC(CCCCCCC)CCCCC)CN(CCCCCCC(OCCC(CCCCCCC)CCCCC)=O)CCCOC(C1=CC=CC=C1)(C1=CC=CC=C1)C1=CC=C(C=C1)OC